N-[(4-cyclopropyl-3-fluorophenyl)(phenyl)methyl]-4-fluoro-1-[2-(5-oxo-4,5-dihydro-1H-1,2,4-triazol-3-yl)acetyl]pyrrolidine-2-carboxamide C1(CC1)C1=C(C=C(C=C1)C(NC(=O)C1N(CC(C1)F)C(CC1=NNC(N1)=O)=O)C1=CC=CC=C1)F